[Si](O)(O)(O)O.C1(=CC=CC=C1)[Li] phenyl-lithium silicate